N[C@H]1[C@@H](CCCC1)C1=C(C=2N=C(N=C(C2S1)NCC1=CC=CC=C1)Cl)C 6-((1R,2R)-2-aminocyclohexyl)-N-benzyl-2-chloro-7-methylthieno[3,2-d]pyrimidin-4-amine